β-isocaprolactone C1(CC(C(C)C)O1)=O